{5-[5-amino-6-(2-chloro-3,6-difluoro-benzyloxy)-pyrazin-2-yl]-thiophen-2-yl}-(4-methyl-piperazin-1-yl)-methanone NC=1N=CC(=NC1OCC1=C(C(=CC=C1F)F)Cl)C1=CC=C(S1)C(=O)N1CCN(CC1)C